N-[2-(trifluoromethoxy)ethoxy]propan-1-amine FC(OCCONCCC)(F)F